C(C1=CC=C2N=C(C=NC2=C1)SC1=NN=NN1C)([2H])([2H])[2H] 7-(Methyl-d3)-3-((1-methyltetrazol-5-yl)thio)quinoxalin